(1S,2S)-N-(6-(7-((R)-1-(1H-tetrazol-1-yl)ethyl)-5-chloro-6-fluoro-1H-indazol-4-yl)imidazo[1,2-a]pyrazin-2-yl)-2-fluorocyclopropane-1-carboxamide N1(N=NN=C1)[C@H](C)C=1C(=C(C(=C2C=NNC12)C=1N=CC=2N(C1)C=C(N2)NC(=O)[C@H]2[C@H](C2)F)Cl)F